[SiH]1=BC=CC=C1 silaborine